1H-pyrrolo[2,3-b]pyridine-5-carboxylic acid 2,2,2-trifluoroacetate FC(C(=O)O)(F)F.N1C=CC=2C1=NC=C(C2)C(=O)O